COC(C1=C(C(=CC(=C1)Br)[N+](=O)[O-])NC1=CC=CC=C1)=O 5-bromo-3-nitro-2-(phenylamino)benzoic acid methyl ester